(S)-3-(4-(2-(4-((R)-2-acetoxy-3-chloropropoxy)-3,5-dibromophenyl)propan-2-yl)phenoxy)propane-1,2-diyl diacetate C(C)(=O)OC[C@H](COC1=CC=C(C=C1)C(C)(C)C1=CC(=C(C(=C1)Br)OC[C@H](CCl)OC(C)=O)Br)OC(C)=O